COC1=CC=C(CN2N=NN=C2C=2C=CC(N(C2)C=2C=NC(=CC2)N[C@@H]2C[C@H](CC2)NC(OC(C)(C)C)=O)=O)C=C1 tert-butyl ((1S,3S)-3-((5-(1-(4-methoxybenzyl)-1H-tetrazol-5-yl)-2-oxo-2H-[1,3'-bipyridin]-6'-yl)amino)cyclopentyl)carbamate